sodium p-chlorobenzaldehyde ClC1=CC=C(C=O)C=C1.[Na]